3-(3,6-dihydro-2H-pyran-4-yl)-5-((3-(2-fluorophenyl)-5-methyl-5,6-dihydropyrrolo[3,4-c]pyrazole-2(4H)-yl)methyl)phenol O1CCC(=CC1)C=1C=C(C=C(C1)CN1N=C2C(=C1C1=C(C=CC=C1)F)CN(C2)C)O